6-bromo-4,8-dimethyl-1,2,3,5-tetrahydro-s-indacene BrC=1CC=2C(=C3CCCC3=C(C2C1)C)C